1-(2,2-difluoroethyl)-5-methyl-1H-pyrazole-4-carboxylic acid FC(CN1N=CC(=C1C)C(=O)O)F